BrC1=C2C=C(C=NC2=CC=C1)OC 5-bromo-3-methoxyquinoline